ClC=1SC2=C(N1)C=C(C=C2)Cl 2,5-dichloro-1,3-benzothiazole